trans-N1-(5-(1-isopropyl-2-methyl-1H-imidazo[4,5-b]pyridin-6-yl)pyrrolo[2,1-f][1,2,4]triazin-2-yl)cyclohexane-1,4-diamine C(C)(C)N1C(=NC2=NC=C(C=C21)C=2C=CN1N=C(N=CC12)N[C@@H]1CC[C@H](CC1)N)C